((3R,4S)-3-fluoro-4-((4-methoxy-5-(1-(2,2,2-trifluoroethyl)-1H-benzo[d][1,2,3]triazol-6-yl)pyrrolo[2,1-f][1,2,4]triazin-2-yl)amino)piperidin-1-yl)(pyrrolidin-1-yl)methanone F[C@@H]1CN(CC[C@@H]1NC1=NN2C(C(=N1)OC)=C(C=C2)C=2C=CC1=C(N(N=N1)CC(F)(F)F)C2)C(=O)N2CCCC2